4-Bromo-6-chloro-2-(4-methoxybenzyl)pyridazin BrC1=CN(NC(=C1)Cl)CC1=CC=C(C=C1)OC